Benzyl 4'-((2,18-dioxo-24-(((2R,3R,4R,5R,6S)-3,4,5-trihydroxy-6-methyltetrahydro-2H-pyran-2-yl) oxy)-6,9,12,15,22-pentoxa-3,19-diazatetracosyl) oxy)-[1,1'-biphenyl]-3-carboxylate O=C(COC1=CC=C(C=C1)C1=CC(=CC=C1)C(=O)OCC1=CC=CC=C1)NCCOCCOCCOCCOCCC(NCCOCCO[C@@H]1O[C@H]([C@@H]([C@H]([C@H]1O)O)O)C)=O